[Cl-].[Cl-].[Ti+2].CC1C(=C(C(=C1C)C)C)C.CC1C(=C(C(=C1C)C)C)C Bis(pentamethylcyclopentadiene) titanium dichloride